O1CCN(CC1)CCOC1=CC=C(C=C1)N1N=NC(=C1)C1=CC=C(C=C1)NC(=O)NC=1SC(=CN1)C(F)(F)F 1-(4-(1-(4-(2-morpholinoethoxy)phenyl)-1H-1,2,3-triazol-4-yl)phenyl)-3-(5-trifluoromethylthiazol-2-yl)-urea